COC(=O)C1=C2C(=NN1CC)N(C(=C2C#N)N)C2=C(C(=CC=C2C)OC)C 5-Amino-4-cyano-2-ethyl-6-(3-methoxy-2,6-dimethylphenyl)-2,6-dihydropyrrolo[2,3-C]pyrazole-3-carboxylic acid methyl ester